1-(6-((5-(imidazo[1,2-a]pyridin-6-yl)-4-methoxypyrrolo[2,1-f][1,2,4]triazin-2-yl)amino)-2-azaspiro[3.3]heptan-2-yl)ethan-1-one N=1C=CN2C1C=CC(=C2)C=2C=CN1N=C(N=C(C12)OC)NC1CC2(CN(C2)C(C)=O)C1